ONC(C(C(C)C)C1N(CCC(C1)C(=O)N)CC=1C(=C(C=CC1)C1=CC=CC=C1)C)=O (1-(hydroxyamino)-3-methyl-1-oxobutan-2-yl)-1-((2-methyl-[1,1'-biphenyl]-3-yl)methyl)piperidine-4-carboxamide